CC(C(=O)OC)(C=C)C methyl 2,2-dimethylbut-3-enoate